1-(4-((tert-butyldiphenylsilyl)oxy)-3-methyltetrahydrofuran-3-yl)-4-iodopiperidine [Si](C1=CC=CC=C1)(C1=CC=CC=C1)(C(C)(C)C)OC1C(COC1)(C)N1CCC(CC1)I